1-isobutyrylamino-3,5-bis(pivaloylamino)benzene C(C(C)C)(=O)NC1=CC(=CC(=C1)NC(C(C)(C)C)=O)NC(C(C)(C)C)=O